ClC1=CC=C2C(=CN(C2=C1)C\C=C\[C@H]1NCCC[C@@H]1O)C(=O)O 6-chloro-1-((E)-3-((2R,3S)-3-hydroxypiperidin-2-yl)allyl)-1H-indole-3-carboxylic acid